6-bromo-4-(2-bromoacetyl)-2-cyclopropoxynicotinic acid BrC1=NC(=C(C(=O)O)C(=C1)C(CBr)=O)OC1CC1